2-methoxy-5-(oxazol-5-ylmethoxy)isonicotinaldehyde COC=1C=C(C=O)C(=CN1)OCC1=CN=CO1